BrC1=C(N=CN1C1CCCCC1)C1CCCCC1 5-bromo-1,4-dicyclohexyl-1H-imidazole